1-(4-methoxy-3-(pentyloxy)phenyl)-3-(2-methoxy-4-(1-methyl-1H-imidazole-2-carbonyl)benzyl)tetrahydropyrimidin-2(1H)-one COC1=C(C=C(C=C1)N1C(N(CCC1)CC1=C(C=C(C=C1)C(=O)C=1N(C=CN1)C)OC)=O)OCCCCC